bis(2,4,7-trimethyl-indenyl)zirconium dichloride [Cl-].[Cl-].CC=1C(C2=C(C=CC(=C2C1)C)C)[Zr+2]C1C(=CC2=C(C=CC(=C12)C)C)C